bis(4-(di-n-octylamino) phenyl) ketone C(CCCCCCC)N(C1=CC=C(C=C1)C(=O)C1=CC=C(C=C1)N(CCCCCCCC)CCCCCCCC)CCCCCCCC